tert-butyl 5-ethenyl-2-oxo-1,2-dihydrospiro[indole-3,4'-piperidine]-1'-carboxylate C(=C)C=1C=C2C(=CC1)NC(C21CCN(CC1)C(=O)OC(C)(C)C)=O